C(C1=CC=CC=C1)(=O)\C(\CNS(=O)(=O)C1=CC=C(C)C=C1)=C\C1=CC=C(C=C1)[N+](=O)[O-] (E)-N-(2-benzoyl-3-p-nitrophenylallyl)-4-toluenesulfonamide